C(C)(C)(C)OC(=O)N([C@@H](CC(C)C)C(=O)N1[C@H](COCC1)C(=O)N[C@@H](COC1=C(C2=CC=CC=C2C=C1)C(=O)OCC1=CC=CC=C1)CC1=CC=CC=C1)C benzyl 2-((R)-2-((R)-4-(N-(tert-butoxycarbonyl)-N-methyl-L-leucyl)morpholine-3-carboxamido)-3-phenylpropoxy)-1-naphthoate